C1CC12CCN(CC2)C=2C=1N(C3=CC=C(C=C3N2)C(=O)OC)C=NC1 methyl 4-(6-azaspiro[2.5]octan-6-yl)imidazo[1,5-a]quinoxaline-7-carboxylate